2-amino-6-chloro-α-cyano-3-(ethoxycarbonyl)-4H-1-benzopyran-4-acetic acid ethyl ester C(C)OC(C(C1C(=C(OC2=C1C=C(C=C2)Cl)N)C(=O)OCC)C#N)=O